1-tert-butyl-N-{[3-(4-{[(3R,4R)-1-tert-butyl-3-fluoropiperidin-4-yl]amino}-1-(2,2,2-trifluoroethyl)-1H-indol-2-yl)-1,2,4-oxadiazol-5-yl]methyl}-1H-pyrazole-4-carboxamide C(C)(C)(C)N1N=CC(=C1)C(=O)NCC1=NC(=NO1)C=1N(C2=CC=CC(=C2C1)N[C@H]1[C@@H](CN(CC1)C(C)(C)C)F)CC(F)(F)F